6-[4-[(R or S)-[4-[2-(2-Fluoroethoxy)ethoxy]phenyl]-phenyl-methyl]piperidine-1-carbonyl]-4H-1,4-benzoxazin-3-one FCCOCCOC1=CC=C(C=C1)[C@H](C1CCN(CC1)C(=O)C=1C=CC2=C(NC(CO2)=O)C1)C1=CC=CC=C1 |o1:13|